COC1N(CCCC1)C=1C=NC=CC1 methoxy-3,4,5,6-tetrahydro-2H-[1,3']bipyridinyl